2,4-difluoro-3,5-dichloronitrobenzene C1=C(C(=C(C(=C1Cl)F)Cl)F)[N+](=O)[O-]